ClC1=CC=CC(=N1)[C@@H]1C(C12CCN(CC2)C(=O)OC(C)(C)C)(F)F tert-Butyl (2R)-2-(6-chloropyridin-2-yl)-1,1-difluoro-6-azaspiro[2.5]octane-6-carboxylate